N-[2,4-difluoro-3-[5-(1-[[2-(trimethylsilyl)ethoxy]methyl]imidazol-2-yl)imidazo[1,5-b]pyridazin-2-yl]phenyl]-5-fluoro-2-methoxypyridine-3-sulfonamide FC1=C(C=CC(=C1C=1C=CC=2N(N1)C=NC2C=2N(C=CN2)COCC[Si](C)(C)C)F)NS(=O)(=O)C=2C(=NC=C(C2)F)OC